FC=1C=C(C=C(C1)F)C=1SC=C(N1)C[C@@H]1N(CC([C@@H]1NS(=O)(=O)C)(F)F)C(C(C)(C)O)=O |r| rac-N-[(2S,3R)-2-{[2-(3,5-difluorophenyl)-1,3-thiazol-4-yl]methyl}-4,4-difluoro-1-(2-hydroxy-2-methylpropanoyl)pyrrolidin-3-yl]methanesulfonamide